(11R)-tert-butyl 11-methyl-6,7,10,11-tetrahydro-5H-pyrido[2,3-c]pyrido[4',3':3,4]pyrazolo[1,5-a]azepine-12(13H)-carboxylate C[C@@H]1CC2=NN3C(C4=C(CCC3)C=CC=N4)=C2CN1C(=O)OC(C)(C)C